Cl.FC(C1=CC=C(C=N1)N1CC2(CCNC2)CCC1=O)(F)F 7-(6-(trifluoromethyl)pyridin-3-yl)-2,7-diazaspiro[4.5]decan-8-one hydrochloride